(5S)-5-{[(3RS)-3-Fluoro-3-methylpyrrolidin-1-yl]carbonyl}-2-(4-methylbenzyl)-5,6,7,8-tetrahydro[1,2,4]triazolo[4,3-a]pyridin-3(2H)-one F[C@]1(CN(CC1)C(=O)[C@@H]1CCCC=2N1C(N(N2)CC2=CC=C(C=C2)C)=O)C |&1:1|